2-(3-bromo-4-pyridinyl)acetic acid ethyl ester C(C)OC(CC1=C(C=NC=C1)Br)=O